NC1=CC(=C2C(CC(O2)([2H])[2H])=C1C#N)C1=CC=C(C=C1)OC(F)(F)F 5-amino-2,2-dideuterio-7-[4-(trifluoromethoxy)phenyl]-3H-benzofuran-4-carbonitrile